[C@H]1([C@H](O)[C@@H](O)[C@@H](O)[C@H](O1)CO)OC1[C@H](O)[C@@H](O)[C@H](O)[C@H](O1)CO O-(α-D-Galactopyranosyl)-D-glucopyranose